COC=1C=2NC=3C(=CN=C(NC=4C=CC=C(COCCC(=CC1C1=NN(C=C1)C)C2)N4)C3)C(=O)OC Methyl 10-methoxy-11-(1-methyl-1H-pyrazol-3-yl)-16-oxa-2,4,8,22-tetraazatetracyclo[16.3.1.1^{3,7}.1^{9,13}]tetracosa-1(22),3,5,7(24),9(23),10,12,18,20-nonaene-6-carboxylate